(1aR,5aR)-2-(2,4-Difluoro-phenyl)-1a,2,5,5a-tetrahydro-1H-2,3-diaza-cyclopropa[a]pentalene-4-carboxylic acid [1-(3,3,3-trifluoro-propyl)-piperidin-4-ylmethyl]-amide FC(CCN1CCC(CC1)CNC(=O)C=1C=2C[C@@H]3[C@H](C2N(N1)C1=C(C=C(C=C1)F)F)C3)(F)F